[3-[2-chloro-4-(trifluoromethoxy)phenyl]azetidin-1-yl]-[6-(3-cyclopropyl-1,2,4-triazol-1-yl)-2-azaspiro[3.3]heptan-2-yl]methanone ClC1=C(C=CC(=C1)OC(F)(F)F)C1CN(C1)C(=O)N1CC2(C1)CC(C2)N2N=C(N=C2)C2CC2